aluminum diethyl-(2,6-di-tert-butyl-4-methylphenoxide) C(C)C=1C(=C(C(=C([O-])C1C(C)(C)C)C(C)(C)C)CC)C.[Al+3].C(C)C=1C(=C(C(=C([O-])C1C(C)(C)C)C(C)(C)C)CC)C.C(C)C=1C(=C(C(=C([O-])C1C(C)(C)C)C(C)(C)C)CC)C